FC=1C=C(C=C(C1CNC(C=C)=O)C1=NN(C=C1)C)C1=CC=C(C=C1)C(F)(F)F N-((3-fluoro-5-(1-methyl-1H-pyrazol-3-yl)-4'-(trifluoromethyl)-[1,1'-biphenyl]-4-yl)methyl)-acrylamide